Cl.C(CCCCCCCCC)C1=CC=C(C=C1)C1=NOC(=N1)CNC(=O)[C@H]1NC[C@H](C1)O (2S,4S)-N-((3-(4-decylphenyl)-1,2,4-oxadiazol-5-yl)methyl)-4-hydroxypyrrolidine-2-carboxamide hydrochloride